BrC1=CN=C(S1)N(C(OC(C)(C)C)=O)C(=O)OC(C)(C)C Tert-butyl N-(5-bromothiazol-2-yl)-N-tert-butoxycarbonyl-carbamate